BrC1=CC=C(C=C1)C(=CCOC1=CC(=C(OCC(=O)O)C=C1)C)C1=CC=C(C=C1)Br {4-[3,3-Bis-(4-bromo-phenyl)-allyloxy]-2-methyl-phenoxy}-acetic acid